(7-{[2-(4-Chlorophenyl)imidazo[1,2-a]pyridin-3-yl]methyl}-3-oxa-7,9-diazabicyclo[3.3.1]non-9-yl)(3-methoxyphenyl)methanone ClC1=CC=C(C=C1)C=1N=C2N(C=CC=C2)C1CN1CC2COCC(C1)N2C(=O)C2=CC(=CC=C2)OC